8-isopropoxycarbonylmethyloxycarbonyl-tetracyclo[4.4.0.12,5.17,10]-3-dodecene C(C)(C)OC(=O)COC(=O)C1C2C3C4C=CC(C3C(C1)C2)C4